2-(((2-butylbenzo[d]oxazol-5-yl)oxy)methyl)-3-fluoroprop-2-en-1-amine 4-methylbenzenesulfonate CC1=CC=C(C=C1)S(=O)(=O)O.C(CCC)C=1OC2=C(N1)C=C(C=C2)OCC(CN)=CF